C1(CC1)C1=C(C=CC=C1CC(=O)N[C@H]1C(CCC[C@@H]1O[C@H]1[C@@H](CN(CC1)C(C)C)F)(F)F)C1=CC(=CC(=C1)F)F 2-(2-cyclopropyl-3',5'-difluoro-[1,1'-biphenyl]-3-yl)-N-((1R,6S)-2,2-difluoro-6-(((3R,4R)-3-fluoro-1-isopropylpiperidin-4-yl)oxy)cyclohexyl)acetamide